NC1=NC=CC(=C1OCCOC)C1=C(C=2C(NCCC2N1)=O)NC1=C(C(=CC=C1)Cl)OC 2-[2-amino-3-(2-methoxyethoxy)pyridin-4-yl]-3-[(3-chloro-2-methoxyphenyl)amino]-1H,5H,6H,7H-pyrrolo[3,2-c]pyridin-4-one